BrC1=NC(=C(C(=N1)N[C@@H]1[C@H](C2CCC1CC2)C(=O)OCOC(=O)OCC)F)C=2SC(=CC2)Cl (2S,3S)-((ethoxycarbonyl)oxy)methyl 3-((2-bromo-6-(5-chlorothiophen-2-yl)-5-fluoropyrimidin-4-yl)amino)bicyclo[2.2.2]octane-2-carboxylate